BrC=1C=NC=2N(C=3N=CC(=CC3OC2C1)Br)CCCCN1[C@@H]2CO[C@H](C1)C2 6,12-dibromo-2-{4-[(1S,4S)-2-oxa-5-azabicyclo[2.2.1]heptan-5-yl]butyl}-9-oxa-2,4,14-triazatricyclo[8.4.0.0^{3,8}]tetradeca-1(10),3(8),4,6,11,13-hexaene